(S)-6-(1-amino-1,3-dihydrospiro[indene-2,4'-piperidine]-1'-yl)-3-(1-(2-methylthiazol-5-yl)vinyl)-1,5-dihydro-4H-pyrazolo[3,4-d]pyrimidin-4-one N[C@@H]1C2=CC=CC=C2CC12CCN(CC2)C=2NC(C1=C(N2)NN=C1C(=C)C1=CN=C(S1)C)=O